[O-2].[Nb+5].[Ti+4] titanium niobium oxide